(5Z)-13-[(1H-1,2,3,4-tetrazol-5-yl)methoxy]tridec-5-en N1N=NN=C1COCCCCCCC\C=C/CCCC